4-azido-N,N-dimethyl-2,2-diphenylbutanamide N(=[N+]=[N-])CCC(C(=O)N(C)C)(C1=CC=CC=C1)C1=CC=CC=C1